COC(=O)C=1SC(=CC1Br)C=1C=NN(C1)COCC[Si](C)(C)C 3-bromo-5-(1-((2-(trimethylsilyl)ethoxy)methyl)-1H-pyrazol-4-yl)thiophene-2-carboxylic acid methyl ester